C1(=CC=CC=C1)P(C1=CC(=CC(=C1)F)F)(C1=CC=CC=C1)=O diphenyl-(3,5-difluoro-phenyl)phosphine oxide